tert-butyl-(S)-2'-((1-methylpyrrolidin-2-yl)methoxy)-6'H-spiro[cyclopropane-1,5'-pyrido[3,4-d]pyrimidine]-7'(8'H)-carboxylic acid tert-butyl ester C(C)(C)(C)OC(=O)N1CC=2N=C(N=C(C2C2(C1)CC2)C(C)(C)C)OC[C@H]2N(CCC2)C